tert-butyl (R)-2-(((1-(4-fluoro-3-(trifluoromethyl)phenyl)cyclopropyl)(methoxycarbonyl) amino)methyl)pyrrolidine-1-carboxylate FC1=C(C=C(C=C1)C1(CC1)N(C(=O)OC)C[C@@H]1N(CCC1)C(=O)OC(C)(C)C)C(F)(F)F